2-(1H-1,2,3-triazol-1-yl)ethan-1-one N1(N=NC=C1)CC=O